O=C1NC(CCC1N1C(C2=CC=C(C(=C2C1=O)SCCCCCCC(N1CCCCC1)=O)F)=O)=O 2-(2,6-dioxopiperidin-3-yl)-5-fluoro-4-((7-oxo-7-(piperidin-1-yl)heptyl)thio)isoindoline-1,3-dione